methyl ((R)-2-(4-cyano-3-isopropoxy phenoxy)-3-(octadecyloxy)propyl) hydrogen phosphate P(=O)(OC)(OC[C@@H](COCCCCCCCCCCCCCCCCCC)OC1=CC(=C(C=C1)C#N)OC(C)C)O